BrC1=CC2=C(N=C(N=C2)C=2C(=NC=NC2OC(F)F)C2CC2)NC1 6-bromo-2-[4-cyclopropyl-6-(difluoromethoxy)pyrimidin-5-yl]-8H-pyrido[2,3-d]pyrimidin